CC=1C=CC=C2CCN(C12)S(=O)(=O)C1=C(C=C(C=C1)C=1C=NN(C1)C)C 7-methyl-1-[2-methyl-4-(1-methylpyrazol-4-yl)phenyl]sulfonyl-indoline